(Z)-1-(1-((1s,4s)-4-isopropylcyclohexyl)piperidin-4-yl)-2-oxoindolin C(C)(C)C1CCC(CC1)N1CCC(CC1)N1C(CC2=CC=CC=C12)=O